Selenoamide N[Se]N